8-(((3R,4S)-4-hydroxytetrahydro-2H-pyran-3-yl)amino)-2-methyl-5-(4-(trifluoromethyl)phenyl)-2,7-naphthyridin-1(2H)-one O[C@@H]1[C@@H](COCC1)NC=1N=CC(=C2C=CN(C(C12)=O)C)C1=CC=C(C=C1)C(F)(F)F